tert-butyl 3-[3-acetyl-5-[(4-methoxyphenyl)methoxymethyl]phenyl]-3-fluoro-azetidine-1-carboxylate C(C)(=O)C=1C=C(C=C(C1)COCC1=CC=C(C=C1)OC)C1(CN(C1)C(=O)OC(C)(C)C)F